FC1=CC=C(C=C1)N1C(C(=CC1=O)C1N(CCCC1)C1=CC=CC=C1)=O 1-(4-Fluorophenyl)-3-(1-phenylpiperidin-2-yl)-1H-pyrrole-2,5-dione